2-((3-(4-(1,1-difluoropropyl)phenyl)-1,2,4-oxadiazol-5-yl)methyl)acrylic acid FC(CC)(F)C1=CC=C(C=C1)C1=NOC(=N1)CC(C(=O)O)=C